N(=[N+]=[N-])C1CC(CN(C1)C(=O)OCC1=CC=CC=C1)C(=O)OC 1-benzyl 3-methyl 5-azidopiperidine-1,3-dicarboxylate